C/C(=C/C(=O)NC1=CC=CC=C1)/C=C/C=C(/C=C/C1=C(C(CCC1(C)C)C1=NC=C(C=C1)N1CC(CCC1)C)C)\C (2Z,4E,6E,8E)-3,7-dimethyl-N-phenyl-9-(2,6,6-trimethyl-3-(5-(3-methylpiperidin-1-yl)pyridin-2-yl)cyclohex-1-en-1-yl)nona-2,4,6,8-tetraenamide